3-[2-chloro-3-methoxycarbonyl-6-(trifluoromethoxy)phenyl]propanoic acid ClC1=C(C(=CC=C1C(=O)OC)OC(F)(F)F)CCC(=O)O